cis-butanoic acid C(CCC)(=O)O